FC(CCO)(CCO)F 3,3-difluoropentane-1,5-diol